C(C)(=O)N1C[C@@H](N(C[C@H]1C1=CC(=NC(=C1)Cl)Br)C(=O)OC(C)(C)C)CO trans-tert-butyl 4-acetyl-5-(2-bromo-6-chloropyridin-4-yl)-2-(hydroxymethyl)piperazine-1-carboxylate